5-methyl-2-(3-(3-(4-(trifluoro-methyl)phenyl)-1H-pyrazolo[3,4-b]pyridin-1-yl)azetidine-1-carbonyl)hex-2-enenitrile CC(CC=C(C#N)C(=O)N1CC(C1)N1N=C(C=2C1=NC=CC2)C2=CC=C(C=C2)C(F)(F)F)C